C1(=CC=CC=C1)C1=CC=C(C=C1)C#N 4'-biphenylcarbonitrile